CC(C(=O)O)(C)OC1=C(C=C(C=C1)CN1N=CN(C1=O)C1=CC=C(C=C1)OC(F)(F)F)OC(F)(F)F 2-Methyl-2-(4-((5-oxo-4-(4-(trifluoro-methoxy)phenyl)-4,5-dihydro-1H-1,2,4-triazol-1-yl)methyl)-2-(trifluoro-methoxy)phenoxy)propionic acid